N-(4-cyano-2-fluorophenyl)-5-(6-fluoropyridin-2-yl)-1H-pyrrole-3-sulfonamide C(#N)C1=CC(=C(C=C1)NS(=O)(=O)C1=CNC(=C1)C1=NC(=CC=C1)F)F